C(C1=CC=CC=C1)OC1=NC=C(C=C1)CN1N=CC(=C1)C=1C=NC=CC1 2-(benzyloxy)-5-((4-(pyridin-3-yl)-1H-pyrazol-1-yl)methyl)pyridine